NC1=NN(C=C1C(=O)N)[C@@H]1COCC[C@H]1C#N 3-amino-1-[trans-4-cyanotetrahydropyran-3-yl]pyrazole-4-carboxamide